dibenzyl phosphate potassium salt [K+].P(=O)(OCC1=CC=CC=C1)(OCC1=CC=CC=C1)[O-]